C(C)(=O)OC(C1=CC=CC=C1)OC(C)=O phenylmethylene diacetate